ClC1=NC=CC(=C1)OC1=C(N=C(S1)C1CCCCC1)C1=CC=CC=C1 5-((2-chloropyridin-4-yl)oxy)-2-cyclohexyl-4-phenylthiazole